FC(C=1C=C(C=C(C1)C(F)(F)F)S(=O)(=O)Cl)(F)F 3,5-bis(trifluoromethyl)benzenesulfonyl chloride